glutamyl-Tyrosine N[C@@H](CCC(=O)O)C(=O)N[C@@H](CC1=CC=C(C=C1)O)C(=O)O